tristyrylphenyl ether phosphate salt P(=O)(O)(O)O.C(=CC1=CC=CC=C1)C1=C(C(=C(C=C1)OC1=C(C(=C(C=C1)C=CC1=CC=CC=C1)C=CC1=CC=CC=C1)C=CC1=CC=CC=C1)C=CC1=CC=CC=C1)C=CC1=CC=CC=C1